(S)-6-amino-7-fluoro-1-(1-(3-(trifluoromethoxy)phenyl)ethyl)quinoxalin-2(1H)-one NC=1C=C2N=CC(N(C2=CC1F)[C@@H](C)C1=CC(=CC=C1)OC(F)(F)F)=O